1,2-diazepine N1N=CC=CC=C1